abieta-7,13-dien-18-ol CC(C)C1=CC2=CC[C@H]3[C@](CCC[C@@]3([C@H]2CC1)C)(C)CO